5-(tert-butyl)-4-methyl-1H-1,2,3-triazol C(C)(C)(C)C1=C(N=NN1)C